BrCCC(CCC=C(C)C)C 8-bromo-2,6-dimethyloct-2-ene